CN(CCCNNC(=N)N)C N,N-dimethyl-N'-guanidino-1,3-propanediamine